CN1C=C(C2=CC=CC=C12)C1=NC(=NC=C1)C1=C(C(=CC=C1N)N)N (4-(1-methyl-1H-indol-3-yl)pyrimidin-2-yl)benzene-1,2,4-triamine